5-(1-(3,3-difluorocyclobutyl)-2-methyl-1H-imidazo[4,5-b]pyridin-6-yl)-N-(trans-4-(difluoromethoxy)cyclohexyl)pyrrolo[2,1-f][1,2,4]triazin-2-amine FC1(CC(C1)N1C(=NC2=NC=C(C=C21)C=2C=CN1N=C(N=CC12)N[C@@H]1CC[C@H](CC1)OC(F)F)C)F